FC1=NN(C2=CC(=C(C=C12)\C(=C(/CC)\B1OC(C(O1)(C)C)(C)C)\C1=CC=C(OCCNC(OC(C)(C)C)=O)C=C1)F)C1OCCCC1 tert-butyl (Z)-(2-(4-(1-(3,6-difluoro-1-(tetrahydro-2H-pyran-2-yl)-1H-indazol-5-yl)-2-(4,4,5,5-tetramethyl-1,3,2-dioxaborolan-2-yl)but-1-en-1-yl)phenoxy)ethyl)carbamate